(6-chloro-2,3,4-trihydroxyphenyl)(p-tolyl)methanone ClC1=CC(=C(C(=C1C(=O)C1=CC=C(C=C1)C)O)O)O